tert-Butyl (R)-4-((S)-10-hydroxy-10-((2-oxo-4-(pyrrolidin-1-yl)pyridin-1(2H)-yl)methyl)-7-azaspiro[4.5]decane-7-carbonyl)-3-phenylpiperazine-1-carboxylate O[C@]1(CCN(CC12CCCC2)C(=O)N2[C@@H](CN(CC2)C(=O)OC(C)(C)C)C2=CC=CC=C2)CN2C(C=C(C=C2)N2CCCC2)=O